5-bromo-1-methyl-2-(((triisopropylsilyl)oxy)methyl)-1H-benzo[d]imidazole BrC1=CC2=C(N(C(=N2)CO[Si](C(C)C)(C(C)C)C(C)C)C)C=C1